NC1=C(C(=NN1C(C(F)(F)F)C)C1=CC=C(C=N1)C(C(=O)NC1=CC(=NO1)C1=C(C=C(C=C1)Cl)Cl)C)C#N 2-(6-[5-Amino-4-cyano-1-[1,1,1-trifluoropropan-2-yl]pyrazol-3-yl]pyridin-3-yl)-N-[3-(2,4-dichlorophenyl)-1,2-oxazol-5-yl]propanamide